CN1CCN(CC1)CCCC(=O)OC(C(=O)OCCCCCCCCCCCCC)C(=O)OCCCCCCCCCCCCC Ditridecyl 2-((4-(4-methylpiperazin-1-yl)butanoyl)oxy)malonate